N-((1R,2R)-2-aminocyclohexyl)-4-(7H-pyrrolo[2,3-d]pyrimidin-4-yl)-3,4-dihydro-2H-1,4-thiazine-6-carboxamide hydrochloride Cl.N[C@H]1[C@@H](CCCC1)NC(=O)C1=CN(CCS1)C=1C2=C(N=CN1)NC=C2